5-(4,4-difluoropiperidin-3-yl)-3-(morpholinomethyl)pyridin-2-ol dihydrochloride Cl.Cl.FC1(C(CNCC1)C=1C=C(C(=NC1)O)CN1CCOCC1)F